2-hydroxy-4-thioureidobenzoic acid OC1=C(C(=O)O)C=CC(=C1)NC(=S)N